C1(=CC=CC=C1)NS([O-])(=O)=O.[Na+] Sodium Phenylsulfamate